CN(C1=CC=C(C=C1)C1=CC=C(C=C1)C(N(C(=O)[C@H]1[C@H]2CC[C@@H](C1)C2)C=2C=C(C=NC2)/C=C/C(=O)OC)[2H])C methyl (E)-3-(5-((1S,2R,4R)-N-((4'-(dimethylamino)-[1,1'-biphenyl]-4-yl)methyl-d)bicyclo[2.2.1]heptane-2-carboxamido)pyridin-3-yl)acrylate